9',9'''',9''''''',9''''''''''-((6-phenyl-1,3,5-triazine-2,4-diyl)bis(2-(1H-tetrazol-5-yl)benzene-5,1,3-triyl))tetrakis(3,3'',6,6''-tetra-tert-butyl-9'H-9,3':6',9''-tercarbazole) C1(=CC=CC=C1)C1=NC(=NC(=N1)C=1C=C(C(=C(C1)N1C2=CC=C(C=C2C=2C=C(C=CC12)N1C2=CC=C(C=C2C=2C=C(C=CC12)C(C)(C)C)C(C)(C)C)N1C2=CC=C(C=C2C=2C=C(C=CC12)C(C)(C)C)C(C)(C)C)C1=NN=NN1)N1C2=CC=C(C=C2C=2C=C(C=CC12)N1C2=CC=C(C=C2C=2C=C(C=CC12)C(C)(C)C)C(C)(C)C)N1C2=CC=C(C=C2C=2C=C(C=CC12)C(C)(C)C)C(C)(C)C)C=1C=C(C(=C(C1)N1C2=CC=C(C=C2C=2C=C(C=CC12)N1C2=CC=C(C=C2C=2C=C(C=CC12)C(C)(C)C)C(C)(C)C)N1C2=CC=C(C=C2C=2C=C(C=CC12)C(C)(C)C)C(C)(C)C)C1=NN=NN1)N1C2=CC=C(C=C2C=2C=C(C=CC12)N1C2=CC=C(C=C2C=2C=C(C=CC12)C(C)(C)C)C(C)(C)C)N1C2=CC=C(C=C2C=2C=C(C=CC12)C(C)(C)C)C(C)(C)C